6-(2,4-dioxo-1,2,3,4-tetrahydropyrimidin-5-yl)-4-(2-phenylcyclopropyl)pyridazine-3-carbonitrile O=C1NC=C(C(N1)=O)C1=CC(=C(N=N1)C#N)C1C(C1)C1=CC=CC=C1